NC(C1=CC=C(C=C1)NS(=O)(=O)C)C1=CC=C(C=C1)F N-(4-(amino(4-fluorophenyl)methyl)phenyl)methanesulfonamide